[N-](S(=O)(=O)C(F)(F)F)S(=O)(=O)C(F)(F)F.[Co+2].[N-](S(=O)(=O)C(F)(F)F)S(=O)(=O)C(F)(F)F cobalt bis(trifluoromethane sulfonyl)imide